C[Si](NC(C)(C)C)(C1(C(=C(C(=C1)C)C)C)C)CCCCCCOC(C)(C)C methyl-(6-t-butoxyhexyl)(tetramethylcyclopentadienyl)t-butylaminosilane